5-(2-fluoro-6-hydroxy-4-(((6-methylpyridazin-3-yl)amino)methyl)phenyl)-1,2,5-thiadiazolidin-3-one 1,1-dioxide FC1=C(C(=CC(=C1)CNC=1N=NC(=CC1)C)O)N1CC(NS1(=O)=O)=O